C1(CC1)C1=C(C=NC2=CC=CN=C12)NC1=CC=C(C=C1)C(C)N(C(=O)C1CCS(CC1)(=O)=O)C N-(1-(4-((4-cyclopropyl-1,5-naphthyridin-3-yl)amino)phenyl)ethyl)-N-methyltetrahydro-2H-thiopyran-4-carboxamide 1,1-dioxide